N-(2-phenylethyl)-3-[(7-trifluoromethylquinolin-4-yl)amino]benzamide C1(=CC=CC=C1)CCNC(C1=CC(=CC=C1)NC1=CC=NC2=CC(=CC=C12)C(F)(F)F)=O